C(N)(O[C@H]1[C@H](CC2=CC=C(C=C12)Cl)OC(N)=O)=O (1R,2S)-6-chloro-2,3-dihydro-1H-inden-1,2-diyl dicarbamate